C(C)C1=CC2=C(C3=CC=CC=C3C(=C2C=C1)OC(=O)C1C(C2C=CC1C2)C(=O)O)OC(=O)C2C(C1C=CC2C1)C(=O)O 2-ethyl-9,10-bis[2-carboxy(3,6-methano-4-cyclohexenyl)]carbonyloxyanthracene